4-methyl-2-(7-(4-(1-methyl-1H-pyrazol-5-yl)phenyl)-6-oxo-5,7-diazaspiro[2.5]octan-5-yl)thiazole-5-sulfonamide CC=1N=C(SC1S(=O)(=O)N)N1CC2(CC2)CN(C1=O)C1=CC=C(C=C1)C1=CC=NN1C